bis(di-tert-butylphenyl)-phenyl phosphonite P(OC1=C(C(=CC=C1)C1=C(C(=CC=C1)C(C)(C)C)C(C)(C)C)C1=C(C(=CC=C1)C(C)(C)C)C(C)(C)C)[O-]